N-methyl-nonylamine CNCCCCCCCCC